N-[(6-Amino-2-pyridyl)sulfonyl]-5-(2-isopropylphenyl)-2-(2,4,6-trimethylphenoxy)pyridin-3-carboxamid NC1=CC=CC(=N1)S(=O)(=O)NC(=O)C=1C(=NC=C(C1)C1=C(C=CC=C1)C(C)C)OC1=C(C=C(C=C1C)C)C